C(C)OCC=1N(C(=C(N1)CO)C1=CC=CC=C1)CC(C)(O)C 1-[2-(ethoxymethyl)-4-(hydroxymethyl)-5-phenyl-1H-imidazol-1-yl]-2-methylpropan-2-ol